N,N-dimethylphenylenediamine CN(C1=C(C=CC=C1)N)C